CO[C@@H](C(=O)O)C1=CC=CC=C1 R-α-methoxyphenylacetic acid